C(C)(C)C1=C(C(=CC(=C1)C1=CC(=CC=C1)F)C(C)C)C1=C(C(=CC=C1OC)OC)I 2,6-diisopropyl-4-(3-fluorophenyl)-2'-iodo-3',6'-dimethoxybiphenyl